lead-iron sulfide [Fe]=S.[Pb]